FC(F)(F)C1=NN2C(N=CC=C2)=N1 trifluoromethyl-[1,2,4]triazolo[1,5-a]pyrimidine